NC1=C2N=CN(C2=NC(=N1)F)[C@H]1C[C@@H](C(O1)(CO)CO)O[Si](C)(C)C(C)(C)C [(3S,5R)-5-(6-amino-2-fluoropurin-9-yl)-3-[(tert-butyldimethylsilyl)oxy]-2-(hydroxymethyl)oxolan-2-yl]methanol